6-methyl-cyclohex-2-en-1-octanoate ammonium [NH4+].CC1CCC=CC1CCCCCCCC(=O)[O-]